N-(4-chloro-3-fluorophenyl)-3-{4-[6-(hydroxymethyl)pyridin-3-yl]-2-oxo-2,3-dihydro-1H-1,3-benzodiazol-1-yl}-(endo)-8-azabicyclo[3.2.1]octane-8-carboxamide ClC1=C(C=C(C=C1)NC(=O)N1C2CC(CC1CC2)N2C(NC1=C2C=CC=C1C=1C=NC(=CC1)CO)=O)F